tert-butyl (S)-(1-amino-5-(4-(benzyloxy)phenyl)-1,5-dioxopentan-2-yl)carbamate NC([C@H](CCC(=O)C1=CC=C(C=C1)OCC1=CC=CC=C1)NC(OC(C)(C)C)=O)=O